N-(4-fluorophenyl)tetrahydrofuran-3-amine FC1=CC=C(C=C1)NC1COCC1